C(C)C1=C(C(=CC=C1)CC)CC 1,2,3-Triethyl-benzene